CC(C)CCCCCCCCCCCCCCCCCCCCC 2-Methyltricosane